COC1=C(C(=CC=C1)OC)S(=O)(=O)NC1=NOC2=NC(=CC(=C21)OC)C=2C=C(C=CC2)N2CCN(CC2)C(=O)OC(C)(C)C tert-butyl 4-(3-(3-((2,6-dimethoxyphenyl)sulfonamido)-4-methoxyisoxazolo[5,4-b]pyridin-6-yl)phenyl)piperazine-1-carboxylate